N1CCC(CC1)NC=1N=NC=CC1 N-(piperidin-4-yl)pyridazin-3-amine